2,3-bis(4-fluorophenyl)acrylic anhydride FC1=CC=C(C=C1)C(C(=O)OC(C(=CC1=CC=C(C=C1)F)C1=CC=C(C=C1)F)=O)=CC1=CC=C(C=C1)F